FC=1C=C(C=CC1)C=1C(=NN2C1C=C(C=C2)C(F)(F)F)NC(C[C@](C)(C2=NC=CC=C2)O)=O (R)-N-(3-(3-fluorophenyl)-5-(trifluoromethyl)pyrazolo[1,5-a]pyridin-2-yl)-3-hydroxy-3-(pyridin-2-yl)butanamide